4,4'-dimethoxytrityl triflate O(S(=O)(=O)C(F)(F)F)C(C1=CC=C(C=C1)OC)(C1=CC=C(C=C1)OC)C1=CC=CC=C1